CC1=NOC(=C1C=1C=C(OC2=C(C=C(C=C2C)NC(CN2C(CCC2)=O)=O)C)C=C(C1)F)C N-(4-(3-(3,5-dimethylisoxazol-4-yl)-5-fluorophenoxy)-3,5-dimethylphenyl)-2-(2-oxopyrrolidin-1-yl)acetamide